C(C1=CC=CC=C1)OC(=O)N[C@](C(=O)OC(C)C)(CC(C)(C)C)C=1C=C2C=CC=3N(C2=CC1)N=CC3C#N isopropyl (R)-2-(((benzyloxy)carbonyl)amino)-2-(3-cyanopyrazolo[1,5-a]quinolin-7-yl)-4,4-dimethylpentanoate